(2s,4s)-8-isopropyl-2-(4-methyloxazol-2-yl)-5-(4-(trifluoromethyl)benzyl)-5,8-diazaspiro[3.5]nonane-6,9-dione C(C)(C)N1CC(N(C2(CC(C2)C=2OC=C(N2)C)C1=O)CC1=CC=C(C=C1)C(F)(F)F)=O